4-(3,4-dihydro-2H-pyrrol-5-yl)-1,3-dimethyl-1H-pyrazole, hydrochloride salt Cl.N=1CCCC1C=1C(=NN(C1)C)C